CCCCCCCCC(CCCCCCCC)OC(CCCCN(CCCCCCCCC(=O)OCC(CC)C)CCO)=O 2-Methylbutyl 9-((5-(heptadecan-9-yloxy)-5-oxopentyl)(2-hydroxyethyl)amino)nonanoate